C1(=C(C=CC=C1)CC(=O)N1C2=C(OCC1)C(=CN=C2)C2=CC=C(C#N)C=C2)C 4-(4-(2-(o-Tolyl)acetyl)-3,4-dihydro-2H-pyrido[4,3-b][1,4]oxazin-8-yl)benzonitrile